CC(CC1=CC=CC=C1)NCCN1C=NC=2N(C(N(C)C(C12)=O)=O)C 7-[2-(α-methylphenethylamino)-ethyl]theophylline